Cl.FC(C1=C(C=NC=C1)CN1N=CC(=C1)CN)(F)F (1-((4-(trifluoromethyl)pyridin-3-yl)methyl)-1H-pyrazol-4-yl)methylamine hydrochloride